The molecule is a phosphoric acid derivative in which one of the OH groups of phosphoric acid is replaced by SeH. OP(=O)(O)[Se]